C(C)N1C=NC2=C1N=NC=C2C=2C=NC(=CC2)OC2=C(C=C(C=C2)S(=O)(=O)CC)OC 7-ethyl-4-(6-(4-(ethylsulfonyl)-2-methoxyphenoxy)pyridin-3-yl)-7H-imidazo[4,5-c]Pyridazine